[P+5].ClC1=CN=NC2=CC=C(C=C12)C1=CC=C(C=C1)F 4-chloro-6-(4-fluorophenyl)-cinnoline Phosphorus(V)